BrC1=NC(=NC=C1)N 4-bromopyrimidin-2-amine